para-formyl-pyridine C(=O)C1=CC=NC=C1